Cl.Cl.C(CCCCCCCCCCCCC)(=O)OC[C@H](COP(=O)(O)OCC(COC(C[C@@H](C)N)=O)OC(C[C@@H](C)N)=O)OC(CCCCCCCCCCCCC)=O (2R)-3-(((2,3-bis(((R)-3-aminobutanoyl)oxy)propoxy)(hydroxy)-phosphoryl)oxy)propane-1,2-diyl ditetradecanoate dihydrochloride